2,6-bis[5-(2-ethylhexyl)thiophen-2-yl]-4,8-diiodobenzo[1,2-d:4,5-d']bis-thiazole C(C)C(CC1=CC=C(S1)C=1SC2=C(N1)C(=C1C(N=C(S1)C=1SC(=CC1)CC(CCCC)CC)=C2I)I)CCCC